COC1=C(OC2=C(C=C(C#N)C=C2)C(F)(F)F)C=CC(=C1)C=C1OC2=C(C1=O)C=CC(=C2)OC 4-(2-methoxy-4-((6-methoxy-3-oxo-benzofuran-2(3H)-ylidene)methyl)phenoxy)-3-(trifluoromethyl)benzonitrile